(1s,4s)-4-(2-(cyclopentylamino)-8-(2,4-difluorophenylamino)-9H-purin-9-yl)cyclohexanecarboxamide C1(CCCC1)NC1=NC=C2N=C(N(C2=N1)C1CCC(CC1)C(=O)N)NC1=C(C=C(C=C1)F)F